methyl 2-(bromomethyl)-4-(trifluoromethyl)benzoate BrCC1=C(C(=O)OC)C=CC(=C1)C(F)(F)F